N-(4-((2-ethylpyrrolidin-1-yl)sulfonyl)phenyl)-3-iodo-4-methoxybenzamide C(C)C1N(CCC1)S(=O)(=O)C1=CC=C(C=C1)NC(C1=CC(=C(C=C1)OC)I)=O